CN(C)C[C@@H](C)O |r| syn-(±)-1-(N,N-dimethylamino)-2-propanol